ClC1=C(C=CC(=C1)Cl)C=1CCCC2=C(C1C1=CC=C(C=C1)O[C@@H]1CN(CC1)CCCF)C=CC(=C2)C(=O)NC=2N=NNN2 (S)-8-(2,4-dichlorophenyl)-9-(4-((1-(3-fluoropropyl)pyrrolidin-3-yl)oxy)phenyl)-N-(2H-tetrazol-5-yl)-6,7-dihydro-5H-benzo[7]annulene-3-carboxamide